CN1C(C=2N(CC(C1)=C)N=C1C2CN(CC1)C(=O)OC(C)(C)C)=O tert-butyl 10-methyl-8-methylene-11-oxo-3,4,8,9,10,11-hexahydro-1H-pyrido[4',3':3,4]pyrazolo[1,5-a][1,4]diazepine-2(7H)-carboxylate